[Si](C)(C)(C(C)(C)C)OC(CC(=O)OC)CCC=C methyl 3-((tert-butyldimethylsilyl)oxy)hept-6-enoate